CC=1C=C(C=C2C(NC(=NC12)C1=CC2=C(C=N1)C=CS2)=O)CN2CCCC2 8-methyl-6-(pyrrolidin-1-ylmethyl)-2-thieno[3,2-c]pyridin-6-yl-3H-quinazolin-4-one